(S)-N-(4-cyclopropylphenyl)-2-methylpyrrolidine-2-carboxamide hydrochloride Cl.C1(CC1)C1=CC=C(C=C1)NC(=O)[C@]1(NCCC1)C